6-benzyl-5-methyl-2-hydroxy-2-(4-methoxyphenylethyl)pyridine-3,4-dicarboxylic acid Dimethyl ester COC(=O)C=1C(NC(=C(C1C(=O)OC)C)CC1=CC=CC=C1)(CCC1=CC=C(C=C1)OC)O